FC(C(=O)O)(F)F.N1C(=NC=C1)CC1(CNC1)O 3-(1H-imidazol-2-ylmethyl)azetidin-3-ol trifluoroacetate salt